ClC1=CC2=C(N(C(C(N2)=O)=O)C2CCN(CC2)C(=O)OC(C)(C)C)N=C1 tert-Butyl 4-(7-chloro-2,3-dioxo-2,3-dihydropyrido[2,3-b]pyrazin-4(1H)-yl)piperidine-1-carboxylate